5-chloro-4-[1-(3-hydroxybenzoyl)-4-piperidinyl]-2-(4-pyridinyl)-1H-pyrimidin-6-one ClC1=C(N=C(NC1=O)C1=CC=NC=C1)C1CCN(CC1)C(C1=CC(=CC=C1)O)=O